C/C(=C\\C(=O)SCCNC(=O)CCNC(=O)[C@@H](C(C)(C)COP(=O)(O)OP(=O)(O)OC[C@@H]1[C@H]([C@H]([C@@H](O1)N2C=NC3=C(N=CN=C32)N)O)OP(=O)(O)O)O)/C(C)(C)/C=C/C(=O)O The molecule is a multi-methyl-branched fatty acyl-CoA that results from the formal condensation of the thiol group of coenzyme A with the carboxy group of 3,4,4-trimethylhepta-2,5-dienoic acid. It is an unsaturated fatty acyl-CoA and a multi-methyl-branched fatty acyl-CoA. It derives from a coenzyme A.